The molecule is a myo-inositol monophosphate derivative consisting of 1-O-(6-thiohexylphosphono)-D-myo-inositol having a 2-amino-2-deoxy-alpha-D-glucosyl residue at the 6-position. It is a 2-deoxy-alpha-D-glucoside and a myo-inositol monophosphate derivative. It derives from a myo-inositol. C(CCCS)CCOP(=O)(O)O[C@@H]1[C@@H]([C@@H]([C@H]([C@@H]([C@H]1O[C@@H]2[C@@H]([C@H]([C@@H]([C@H](O2)CO)O)O)N)O)O)O)O